(1S,2S)-2-fluoro-cyclopropanecarboxylic acid F[C@@H]1[C@@H](C1)C(=O)O